4-bromo-N-[5-(5-acetamidopyrazol-1-yl)-1,3,4-thiadiazol-2-yl]-5-methoxy-6-oxopyran-2-carboxamide BrC=1C=C(OC(C1OC)=O)C(=O)NC=1SC(=NN1)N1N=CC=C1NC(C)=O